ClC1=C(C(=CC(=C1)C#N)F)NC=1N(C2=NC(=NC=C2N1)N[C@H](CO)C)C1CCC(CC1)(C(=O)N)C (1R,4s)-4-(8-(2-chloro-4-cyano-6-fluorophenylamino)-2-((S)-1-hydroxypropan-2-ylamino)-9H-purin-9-yl)-1-methylcyclohexanecarboxamide